N1C(=CC=2C=NC=CC21)C(=O)NCC2CC21CCN(CC1)C(=O)OCC(C)(C)O (2-hydroxy-2-methyl-propyl) 2-[(1H-pyrrolo[3,2-c]pyridine-2-carbonylamino)methyl]-6-azaspiro[2.5]octane-6-carboxylate